3-(5-hydroxypyrazolo[1,5-a]pyridin-3-yl)piperidine-2,6-dione OC1=CC=2N(C=C1)N=CC2C2C(NC(CC2)=O)=O